5-(5-fluoropyridin-2-yl)oxazol-2-amine FC=1C=CC(=NC1)C1=CN=C(O1)N